CC(C[C@@H](B1O[C@@]2([C@H](O1)C[C@H]1C([C@@H]2C1)(C)C)C)N1OCCC1[C@H](CC(C)C)NC(CC1=CC=CC=C1)=O)C N-((R)-3-methyl-1-((3aS,4S,6S,7aR)-3a,5,5-trimethylhexahydro-4,6-methanobenzo[d][1,3,2]dioxaborol-2-yl)butyl)-3-((S)-3-methyl-1-(2-phenylacetamido)butyl)-4,5-dihydroisoxazole